N-(tetrahydro-2H-thiopyran-4-yl)-1H-indole-2-carboxamide S1CCC(CC1)NC(=O)C=1NC2=CC=CC=C2C1